COC1=NC=CC(=C1)C1CNC2(CC2)C1 6-(2-methoxypyridin-4-yl)-4-azaspiro[2.4]heptane